5-[6-(difluoromethyl)imidazo[1,2-b]pyridazin-3-yl]-3-fluoro-pyridine-2-carbonitrile FC(C=1C=CC=2N(N1)C(=CN2)C=2C=C(C(=NC2)C#N)F)F